((5-hydroxy-6-methoxybenzo[d]thiazol-2-yl)methyl)carbamic acid tert-butyl ester C(C)(C)(C)OC(NCC=1SC2=C(N1)C=C(C(=C2)OC)O)=O